N1=C(C=CC=C1)SSCCN 2-(2-pyridyldithio)ethylamine